C(=O)(OC(C)(C)C)N1C[C@@H](NCC1)CO (R)-4-N-boc-2-hydroxymethyl-piperazine